COC=1C=C2C(=CC=NC2=CC1OCCCN1CCOCC1)OC1=CC=C(C=C1)NC(=O)C1=NC=CN(C1=O)C1=CC=C(C=C1)F N-{4-[6-methoxy-7-(3-morpholinopropoxy)quinolin-4-oxy]phenyl}-3-oxo-4-(4-fluorophenyl)-3,4-dihydropyrazine-2-carboxamide